difluorobis(trifluoromethylthio)sulfur (IV) FS(SC(F)(F)F)(SC(F)(F)F)F